(E)-3-(3-((3-(3-((4-(Methylcarbamoyl)-1H-indol-5-yl)oxy)phenyl)-1H-pyrazol-1-yl)methyl)phenyl)acrylic acid CNC(=O)C1=C2C=CNC2=CC=C1OC=1C=C(C=CC1)C1=NN(C=C1)CC=1C=C(C=CC1)/C=C/C(=O)O